[Si](C)(C)(C(C)(C)C)OCCN1N=CC(=C1)CNC(OC(C)(C)C)=O tert-butyl N-[[1-[2-[tert-butyl(dimethyl)silyl]oxyethyl]pyrazol-4-yl]methyl]carbamate